C12CN(CC2C1)C(=O)C=1C=CC=C2C(=NC=NC12)N[C@H](CN1CCN(CC1)S(=O)(=O)C=1SC(=CC1)C1=C(C(=NO1)C)C)C 8-{3-azabicyclo[3.1.0]hexane-3-carbonyl}-N-[(2S)-1-(4-{[5-(3,4-dimethyl-1,2-oxazol-5-yl)thiophen-2-yl]sulfonyl}piperazin-1-yl)propan-2-yl]quinazolin-4-amine